NC=1OC=C(N1)C(=O)NC=1C=C(C=CC1Cl)C=1C=NN(C1)CC(=O)OC(C)(C)C tert-Butyl 2-(4-(3-(2-aminooxazole-4-carboxamido)-4-chlorophenyl)-1H-pyrazol-1-yl)acetate